C(#N)C=1C=CC(=C2C=CC=NC12)N1C[C@@]2(C[C@@]2(C1)C(F)(F)F)C1=NN=C(O1)C1C[C@H]2CC[C@@H](C1)N2C(=O)OC(C)(C)C tert-butyl (1R,3S,5S)-3-(5-((1S,5R)-3-(8-cyanoquinolin-5-yl)-5-(trifluoromethyl)-3-azabicyclo[3.1.0]hexan-1-yl)-1,3,4-oxadiazol-2-yl)-8-azabicyclo[3.2.1]octane-8-carboxylate